methyl 6-(4,4-difluoro-3-methylpiperidin-1-yl)-2-methyl-3-nitrobenzoate FC1(C(CN(CC1)C1=CC=C(C(=C1C(=O)OC)C)[N+](=O)[O-])C)F